2,4-di-tert-butyl-6-(1-(5-(tert-butyl)-[1,1'-biphenyl]-2-yl)-4-(4'-fluoro-5-(4-phenylpyridin-2-yl)-[1,1'-biphenyl]-3-yl)-1H-benzo[d]imidazol-2-yl)phenol C(C)(C)(C)C1=C(C(=CC(=C1)C(C)(C)C)C1=NC2=C(N1C1=C(C=C(C=C1)C(C)(C)C)C1=CC=CC=C1)C=CC=C2C=2C=C(C=C(C2)C2=NC=CC(=C2)C2=CC=CC=C2)C2=CC=C(C=C2)F)O